5-(4-fluorophenyl)thiazole-4-carboxylic acid FC1=CC=C(C=C1)C1=C(N=CS1)C(=O)O